C(CCCCCCCCCCCCCC)(=O)OCCCCCCCCCCCCCCCCCCCCCC behenyl pentadecanoate